ClC=1C=C(C=CC1)NCC(=O)N1[C@H]2CC([C@@H]([C@@H]1C(=O)N[C@@H](C[C@@H]1C(NCC1)=O)\C=C(/S(=O)(=O)C)\F)CC2)(F)F (1R,3R,4R)-2-((3-chlorophenyl)glycyl)-5,5-difluoro-N-((S,Z)-4-fluoro-4-(methylsulfonyl)-1-((R)-2-oxopyrrolidin-3-yl)but-3-en-2-yl)-2-azabicyclo[2.2.2]octane-3-carboxamide